6-Chloro-N-(1-methylpiperidin-4-yl)-2-(4-{4-[(5-methylpyridin-2-yl)methyl]piperazin-1-yl}phenyl)-3H-imidazo[4,5-b]pyridin-7-amine ClC=1C(=C2C(=NC1)NC(=N2)C2=CC=C(C=C2)N2CCN(CC2)CC2=NC=C(C=C2)C)NC2CCN(CC2)C